(3R)-1-[(8-[(3-bromo-2-chlorophenyl)amino]-1,7-naphthyridin-3-yl)methyl]pyrrolidin-3-ol BrC=1C(=C(C=CC1)NC=1N=CC=C2C=C(C=NC12)CN1C[C@@H](CC1)O)Cl